BrC/C=C/C(=O)N1CC=2N(CC1)N=C(C2C2=CC=NC=C2)C2=CC=C(C=C2)F (2E)-4-bromo-1-[2-(4-fluorophenyl)-3-(pyridin-4-yl)-6,7-dihydropyrazolo[1,5-a]pyrazin-5(4H)-yl]but-2-en-1-one